C(=C)C1=C(C2=C(C(O)=C1)O2)C(C)(C)C2=CC=C(C=C2)O epoxyvinyl-bisphenol A